N-(2-(3-(4-chloro-3-(2,4-dioxotetrahydropyrimidin-1(2H)-yl)benzoyl)-3-azaspiro[5.5]undecan-9-yl)ethyl)acetamide ClC1=C(C=C(C(=O)N2CCC3(CC2)CCC(CC3)CCNC(C)=O)C=C1)N1C(NC(CC1)=O)=O